O1C(OCC1)C1CN(CC1)C1=CC=C2C(=NN(C2=C1)C)C=1C(=NC(=CC1)OCC1=CC=CC=C1)OCC1=CC=CC=C1 6-(3-(1,3-dioxolane-2-yl)pyrrolidin-1-yl)-3-(2,6-bis(benzyloxy)pyridin-3-yl)-1-methyl-1H-indazole